tert-Butyl rac-(2S,5R)-4-cyclopropyl-5-methyl-2-phenyl-piperazine-1-carboxylate tert-Butyl-rac-(2S,5R)-5-methyl-2-phenyl-piperazine-1-carboxylate C(C)(C)(C)OC(=O)N1[C@H](CN[C@@H](C1)C)C1=CC=CC=C1.C1(CC1)N1C[C@@H](N(C[C@H]1C)C(=O)OC(C)(C)C)C1=CC=CC=C1 |r|